IC1=C(C=C(C=C1)C)C1(CC(C1)=O)C 3-(2-iodo-5-methylphenyl)-3-methylcyclobutan-1-one